(4-(3H-imidazo[4,5-b]pyridin-7-yl)-1H-pyrazole-1-carbonyl)pyrrolidine-3-carbonitrile N1=CNC2=NC=CC(=C21)C=2C=NN(C2)C(=O)N2CC(CC2)C#N